C(C)(C)(C)OC(N(C1=NC=CC(=C1Cl)SC1=NC=C(N=C1I)N1CCC2(CCC[C@H]2N[S@](=O)C(C)(C)C)CC1)C1=NC=CC(=C1Cl)SC1=NC=C(N=C1I)N1CCC2(CCC[C@H]2N[S@](=O)C(C)(C)C)CC1)=O bis(4-((5-((R)-1-(((R)-tert-butylsulfinyl)amino)-8-azaspiro[4.5]decan-8-yl)-3-iodopyrazin-2-yl)thio)-3-chloropyridin-2-yl)carbamic acid tert-butyl ester